NC1=CC(=CC(=N1)C(=O)NC1CC2=CC=CC=C2C1)NC1=C(C=CC=C1)F 6-Amino-N-(2,3-dihydro-1H-inden-2-yl)-4-((2-fluorophenyl)amino)picolinamide